4-(4-(1-ethyl-4-(trifluoromethyl)-1H-imidazol-2-yl)benzyl)-2-(4-isopropyl-1-methyl-1H-pyrazol-5-yl)-6,7-dihydropyrazolo[1,5-a]pyrimidin-5(4H)-one C(C)N1C(=NC(=C1)C(F)(F)F)C1=CC=C(CN2C=3N(CCC2=O)N=C(C3)C3=C(C=NN3C)C(C)C)C=C1